9-methoxy-1-methyl-10-(pyridin-2-ylmethoxy)-2-[(tetrahydro-furan-2-ylmethyl)-amino]-6,7-dihydro-pyrido[2,1-a]isoquinolin-4-one COC=1C=C2CCN3C(C2=CC1OCC1=NC=CC=C1)=C(C(=CC3=O)NCC3OCCC3)C